4-cyclopropyl-6-(1H-imidazol-1-yl)-N-((1r,4r)-4-((2,2,2-trifluoroethyl)amino)cyclohexyl)picolinamide C1(CC1)C1=CC(=NC(=C1)N1C=NC=C1)C(=O)NC1CCC(CC1)NCC(F)(F)F